3-(2-cyano-N-methylacetylamino)-3-phenylpropionamide C(#N)C(C(=O)NC(CC(=O)N)C1=CC=CC=C1)C